1,1-dimethylethylene CC(=C)C